1-methyl-benzene CC1=CC=CC=C1